C1(=CC=CC=C1)C1=C(NC2=CC=CC=C12)C=CC1=CC=CC=C1 3-phenyl-2-styryl-1H-indole